[Si](C)(C)(C(C)(C)C)O[C@H]1[C@@](CN(CC1)C1=NC=CC(=N1)N)(C)F 2-[(3S,4R)-4-[(tert-butyldimethylsilyl)oxy]-3-fluoro-3-methylpiperidin-1-yl]pyrimidin-4-amine